3-{[(6-carbamoyl-pyridin-3-yl)carbamoyl]amino}-3-phenylpropionic acid C(N)(=O)C1=CC=C(C=N1)NC(=O)NC(CC(=O)O)C1=CC=CC=C1